4-ethoxy-6-(1-(7-(2-(ethyl(methyl)amino)ethyl)-1-oxo-5-(pyrrolidin-1-yl)-3,4-dihydroisoquinolin-2(1H)-yl)ethyl)nicotinonitrile C(C)OC1=CC(=NC=C1C#N)C(C)N1C(C2=CC(=CC(=C2CC1)N1CCCC1)CCN(C)CC)=O